OC1=CC=C(C=C1)CCNC1=NC=NC=N1 6-[2-(4-hydroxyphenyl)ethylamino]1,3,5-triazine